(R)-N-(2-methoxy-1-phenylethyl)-4-methylpentanamidine COC[C@@H](C1=CC=CC=C1)NC(CCC(C)C)=N